3-[5-(azetidin-3-ylmethyl)-2-oxo-benzo[cd]indol-1-yl]piperidine-2,6-dione N1CC(C1)CC=1C=CC=2C(N(C3=CC=CC1C23)C2C(NC(CC2)=O)=O)=O